2,10,10-trimethyl-9-oxo-2-azaspiro[5.5]undec-7-ene-8-carbonitrile CN1CC2(CCC1)C=C(C(C(C2)(C)C)=O)C#N